(E)-5-bromo-1-methyl-3-(p-tolyldiazenyl)-1H-indole BrC=1C=C2C(=CN(C2=CC1)C)\N=N\C1=CC=C(C=C1)C